N-methylsulfonyl-6-[2-(3-pyridyl)thiazol-5-yl]pyridine CS(=O)(=O)N1CC=CC=C1C1=CN=C(S1)C=1C=NC=CC1